3-[1-Oxo-4-[(prop-2-yn-1-yl)amino]-2,3-dihydro-1H-isoindol-2-yl]piperidine-2,6-dione O=C1N(CC2=C(C=CC=C12)NCC#C)C1C(NC(CC1)=O)=O